C1CCCC12OCCN(C2)CCCC (R)-4-(6-oxa-9-azaspiro[4.5]decane-9-yl)butane